(1R,6R)-2,2,6-Trimethyl-3-oxabicyclo[4.2.0]octan-4-one CC1([C@@H]2CC[C@@]2(CC(O1)=O)C)C